1-(5-bromopyridin-2-yl)piperidine-4-carboxylate BrC=1C=CC(=NC1)N1CCC(CC1)C(=O)[O-]